Diphenylnaphthylsulfonium hexafluoroarsenat F[As-](F)(F)(F)(F)F.C1(=CC=CC=C1)[S+](C1=CC=CC2=CC=CC=C12)C1=CC=CC=C1